(1,5-cyclooctadiene) iridium (I) iodide [Ir]I.C1=CCCC=CCC1